BrC=1C(=NNC1C)[C@@H](CCCN1CCOCC1)O |r| (rac)-1-(4-bromo-5-methyl-1H-pyrazol-3-yl)-4-(morpholin-4-yl)butan-1-ol